1-(3-(3-(6-(trifluoromethyl)pyridin-3-yl)-1H-pyrazolo[3,4-b]pyridin-1-yl)azetidin-1-yl)prop-2-en-1-one FC(C1=CC=C(C=N1)C1=NN(C2=NC=CC=C21)C2CN(C2)C(C=C)=O)(F)F